N-(3-(2-chloro-5-((1R,3R)-2,2-dichloro-3-(3,4-dichlorophenyl)cyclopropane-1-carboxamido)benzamido)-2,6-difluorophenyl)isoxazole-5-carboxamide ClC1=C(C(=O)NC=2C(=C(C(=CC2)F)NC(=O)C2=CC=NO2)F)C=C(C=C1)NC(=O)[C@@H]1C([C@H]1C1=CC(=C(C=C1)Cl)Cl)(Cl)Cl